2-bromo-5-iodo-3-methoxy-benzoic acid methyl ester COC(C1=C(C(=CC(=C1)I)OC)Br)=O